[2H]OP(=O)(O)OC[C@@H]1[C@H]([C@H](C(O1)NC(=O)CNC=O)O)O N2-Formyl-N1-(5-phospho-D-ribosyl)glycinamide